C(CCCCCCCCCCCCCCCCCCCCCCCCCC(C)C)N=C=O iso-nonacosyl isocyanate